ClC1=CC=CC=[N+]1/C(=N/O)/Cl (Z)-6-chloro-N-hydroxypyridiniumimidoyl chloride